C1C=2C(=CC=C1)N=C1C2C=C2NC3=CC=CC=C3C2=C1 1H-indolo[3,2-b]carbazole